(S)-5-bromo-6-(1-methoxyethyl)-3',6'-dihydro-[3,4'-bipyridine]-1'(2'H)-carboxylic acid benzyl ester C(C1=CC=CC=C1)OC(=O)N1CCC(=CC1)C=1C=NC(=C(C1)Br)[C@H](C)OC